(E)-1-(4-Hydroxyphenyl)-3-[4-methoxy-3-(phenoxymethyl)phenyl]prop-2-en-1-one OC1=CC=C(C=C1)C(\C=C\C1=CC(=C(C=C1)OC)COC1=CC=CC=C1)=O